trifluoromethyl-cinnamic acid FC(F)(F)C(C(=O)O)=CC1=CC=CC=C1